BrC1=CC=C2C(=N1)N=C(O2)N[C@H]2CN(C[C@H](C2)O)C(=O)OC(C)(C)C tert-butyl (3R,5S)-3-[(5-bromooxazolo[4,5-b]pyridin-2-yl)amino]-5-hydroxy-piperidine-1-carboxylate